N-(3-chloro-2-fluoro-phenyl)-6-(2,5-diazaspiro[3.4]octan-2-yl)pyrido[3,2-d]pyrimidin-4-amine ClC=1C(=C(C=CC1)NC=1C2=C(N=CN1)C=CC(=N2)N2CC1(C2)NCCC1)F